2,2',7,7'-tetrakis[N,N-bis(4-methoxyphenyl)amino]-9,9'-Spirobifluorene COC1=CC=C(C=C1)N(C1=CC=C(C=C1)OC)C1=CC=2C3(C4=CC(=CC=C4C2C=C1)N(C1=CC=C(C=C1)OC)C1=CC=C(C=C1)OC)C1=CC(=CC=C1C=1C=CC(=CC13)N(C1=CC=C(C=C1)OC)C1=CC=C(C=C1)OC)N(C1=CC=C(C=C1)OC)C1=CC=C(C=C1)OC